OC=1C=C(CCN)C=C(C1OC)OC 3-hydroxy-4,5-dimethoxy-phenethylamine